((4-methoxy-1-((6-(trifluoromethyl)pyridin-3-yl)sulfonyl)-5-(2,4,6-trifluorophenyl)-1H-pyrrol-3-yl)methyl)methane-d COC=1C(=CN(C1C1=C(C=C(C=C1F)F)F)S(=O)(=O)C=1C=NC(=CC1)C(F)(F)F)CC[2H]